N-ethyl-N-(4-fluoro-3-methoxy-phenyl)-7-(methoxymethyl)-3-(2-trimethylsilylethoxymethyl)benzimidazole-5-carboxamide C(C)N(C(=O)C1=CC2=C(N=CN2COCC[Si](C)(C)C)C(=C1)COC)C1=CC(=C(C=C1)F)OC